2-((4-bromo-2,6-dichlorophenoxy)methyl)oxirane BrC1=CC(=C(OCC2OC2)C(=C1)Cl)Cl